2-[bis[(2,4-dimethoxyphenyl)methyl]amino]-4,6-dimethoxy-pyrimidin-5-ol COC1=C(C=CC(=C1)OC)CN(C1=NC(=C(C(=N1)OC)O)OC)CC1=C(C=C(C=C1)OC)OC